1-(1-octylsulfonyl)-1H-indole-3-carbaldehyde C(CCCCCCC)S(=O)(=O)N1C=C(C2=CC=CC=C12)C=O